4-(4-cyano-2-methoxyphenyl)-2,8-dimethyl-5-(oxetan-3-yloxy)-1,4-dihydro-1,6-naphthyridine-3-carboxamide C(#N)C1=CC(=C(C=C1)C1C(=C(NC2=C(C=NC(=C12)OC1COC1)C)C)C(=O)N)OC